5-fluoro-N-(5-chlorothiazol-2-yl)-benzenesulfonamide FC=1C=CC=C(C1)S(=O)(=O)NC=1SC(=CN1)Cl